NCCCC(CCNC1=CC(=NC2=CC=CC=C12)C1=CC=C(C=C1)N1CCNCC1)NC (3-aminopropyl)-N1-methyl-N3-(2-(4-(piperazin-1-yl)phenyl)quinolin-4-yl)propane-1,3-diamine